N[C@@H](CC(C)C)C(=O)O.C(CC(O)(C(=O)O)CC(=O)O)(=O)O citric acid-leucine salt